BrC1=C2N=C(C(=NC2=CC(=C1)C)C#N)N1CC2=CC=CC=C2C1 5-bromo-3-(isoindolin-2-yl)-7-methylquinoxaline-2-carbonitrile